C(C1=CC=CC=C1)S(=O)(=O)NC(=O)C1=NN=C(N1C1=C(C=CC=C1OC)OC)C1=NC(=CC=C1)OC1CCC1 N-(benzylsulfonyl)-5-(6-cyclobutoxypyridin-2-yl)-4-(2,6-dimethoxyphenyl)-4H-1,2,4-triazole-3-carboxamide